(R)-2-(tetrahydrofuran-3-yl)-6-vinylquinazoline O1C[C@H](CC1)C1=NC2=CC=C(C=C2C=N1)C=C